2-mono[4-(5-azaspiro[2.5]oct-5-yl)piperidin-1-yl]-N-[(3,5-difluoropyridin-2-yl)methyl]-1,3-thiazole-5-carboxamide C1CC12CN(CCC2)C2CCN(CC2)C=2SC(=CN2)C(=O)NCC2=NC=C(C=C2F)F